2-chloro-4-(7-(4-(4-(6-(2,6-dioxopiperidin-3-yl)-5,7-dioxo-3,5,6,7-tetrahydropyrrolo[3,4-f]isoindol-2(1H)-yl)piperidine-1-carbonyl)phenoxy)-2-azaspiro[3.5]non-2-yl)benzonitrile ClC1=C(C#N)C=CC(=C1)N1CC2(C1)CCC(CC2)OC2=CC=C(C=C2)C(=O)N2CCC(CC2)N2CC1=CC=3C(N(C(C3C=C1C2)=O)C2C(NC(CC2)=O)=O)=O